ClC1=CC(=C(C=C1C1=CC=NN1C)NS(=O)(=O)C=1C=C(C(=O)O)C=CC1C1CC1)N1C=CC=C1 3-(N-(4-chloro-5-(1-methylpyrazol-5-yl)-2-(pyrrol-1-yl)phenyl)sulfamoyl)-4-cyclopropylbenzoic acid